1-ethyl-4-[1-({5-[4-(propane-2-sulfonyl)phenyl]-1H-pyrrolo[2,3-b]pyridin-3-yl}methyl)piperidin-4-yl]piperazine C(C)N1CCN(CC1)C1CCN(CC1)CC1=CNC2=NC=C(C=C21)C2=CC=C(C=C2)S(=O)(=O)C(C)C